FC(S(=O)(=O)O)(F)F.S1C(=NC2=C1C=CC=C2)OC2=CC=C(C=C2)CCN2CCC(CC2)C(=O)NS(=O)(=O)C N-(1-{2-[4-(Benzothiazol-2-yloxy)-phenyl]-ethyl}-piperidine-4-carbonyl)-methanesulfonamide trifluoromethanesulfonate salt